C(CCC)(=O)OC1C2C3CC=CC3C(C1)C2 tricyclo[5.2.1.02,6]dec-3-en-8-yl butyrate